[N].N1=CN=C(C=C1)N pyrimidin-4-amine Nitrogen